1-(5-((4-(2-hydroxy-2-methylpropyl)piperazin-1-yl)methyl)pyrazolo[1,5-a]pyridin-3-yl)dihydropyrimidine-2,4(1H,3H)-dione OC(CN1CCN(CC1)CC1=CC=2N(C=C1)N=CC2N2C(NC(CC2)=O)=O)(C)C